4-chloro-6-methyl-2-(1-methyl-2-oxabicyclo[2.1.1]hexan-4-yl)pyrimidine ClC1=NC(=NC(=C1)C)C12COC(C1)(C2)C